FC(C(=O)O)(F)F.C(N)(=N)N1CCC(=CC1)C=1C=C(SC1C)C(=O)NC1=CC=C(C=C1)C=1CCN(CC1)C(N)=N 4-(1-carbamimidoyl-1,2,3,6-tetrahydropyridin-4-yl)-N-[4-(1-carbamimidoyl-1,2,3,6-tetrahydropyridin-4-yl)phenyl]-5-methylthiophene-2-carboxamide trifluoroacetate